C=1(C(=CC=CC1)C(=O)Cl)C1=CC=C(C=C1)C(=O)Cl 4'-biphenyldiformyl dichloride